O=C1NC2=CC=C(C=C2C1=C(NC1=CC=CC=C1)C1=CC=CC=C1)NC(CC1=CC=CC=C1)=O N-[2-oxo-3-(phenyl-phenylamino-methylene)-2,3-dihydro-1H-indol-5-yl]-2-phenyl-acetamide